N(C(=N)N)C(CCC(=O)O)C(=O)OC(CCCCCCC\C=C/CCCCCCCC)CCCCCCCC\C=C/CCCCCCCC 4-guanidino-5-(((9Z,27Z)-hexatriacont-9,27-dien-18-yl)oxy)-5-oxopentanoic acid